[2-amino-4-(trifluoromethoxy)phenyl]-[4-[2-(4-hydroxy-4-methyl-cyclohexyl)-3H-imidazo[4,5-b]pyridin-7-yl]-1-piperidyl]methanone NC1=C(C=CC(=C1)OC(F)(F)F)C(=O)N1CCC(CC1)C1=C2C(=NC=C1)NC(=N2)C2CCC(CC2)(C)O